1,2-bis-(3-aminopropylamino)ethane NCCCNCCNCCCN